[N+](#[C-])C=1C(=CC(=NC1)N)N 5-ISOCYANO-PYRIDINE-2,4-DIAMINE